tert-Butyl (S)-2-amino-2-(4'-fluoro-3-nitro-[1,1'-biphenyl]-4-yl)propanoate N[C@@](C(=O)OC(C)(C)C)(C)C1=C(C=C(C=C1)C1=CC=C(C=C1)F)[N+](=O)[O-]